2,4-bis(trichloromethyl)-6-(3,4,5-trimethoxyphenyl)s-triazine ClC(C1=NC(=NC(=N1)C(Cl)(Cl)Cl)C1=CC(=C(C(=C1)OC)OC)OC)(Cl)Cl